CS(=O)(=O)C1(COC1)C1=C(C=C(OCCN2CCC3(CC2)C(NC2=CC=C(C=C23)C#N)=O)C=C1)C(F)(F)F 1'-(2-[4-(3-methanesulfonyloxetan-3-yl)-3-(trifluoromethyl)phenoxy]ethyl)-2-oxo-1,2-dihydrospiro[indole-3,4'-piperidine]-5-carbonitrile